3-(7-methyl-1H-indazol-5-yl)propanoic acid methyl ester COC(CCC=1C=C2C=NNC2=C(C1)C)=O